methyl 3-methyl-2-(3-tetrahydropyran-2-yloxyisoxazol-5-yl)butanoate CC(C(C(=O)OC)C1=CC(=NO1)OC1OCCCC1)C